N-[(1S)-1-(6-bromo-3-pyridyl)ethyl]-2-methyl-propane-2-sulfinamide BrC1=CC=C(C=N1)[C@H](C)NS(=O)C(C)(C)C